(2r,5s)-5-ethyl-4-(2-(hydroxymethyl)-5-methyl-6-oxo-5,6-dihydroimidazo[1,2-b]pyridazin-8-yl)-2-methylpiperazine-1-carboxylic acid tert-butyl ester C(C)(C)(C)OC(=O)N1[C@@H](CN([C@H](C1)CC)C=1C=2N(N(C(C1)=O)C)C=C(N2)CO)C